Trans-tert-butyl 3-fluoro-4-(4-hydroxy-1-piperidyl)piperidine-1-carboxylate F[C@@H]1CN(CC[C@H]1N1CCC(CC1)O)C(=O)OC(C)(C)C